N=1SC(=C2C1C=CC=C2)N2CCC(CC2)NC(=O)C=2N=CN(C2)CC2=NC=CC=N2 N-(1-(benzo[c]isothiazol-3-yl)piperidin-4-yl)-1-(pyrimidin-2-ylmethyl)-1H-imidazole-4-carboxamide